ClC=1N=C2C(=C(C(N(C2=CC1)C)=O)C#N)N(C)[C@@H]1CC[C@H](CC1)N(C1=C(C=CC=C1)O)C1CC1 trans-6-chloro-4-((4-(cyclopropyl(2-hydroxyphenyl)amino)cyclohexyl)(methyl)amino)-1-methyl-2-oxo-1,2-dihydro-1,5-naphthyridine-3-carbonitrile